6-ethoxy-N-((R)-2-hydroxy-2-((S)-1,2,3,4-tetrahydroisoquinolin-3-yl)ethyl)-2-((1-methylpiperidin-4-yl)methyl)-1-oxoisoindoline-5-carboxamide hydrochloride Cl.C(C)OC1=C(C=C2CN(C(C2=C1)=O)CC1CCN(CC1)C)C(=O)NC[C@H]([C@H]1NCC2=CC=CC=C2C1)O